C(C)(C)C1=C(NC2=CC=C(C=C12)C1CCN(CC1)C1CCOCC1)C1=CC(=NC=C1)C 3-isopropyl-2-(2-methylpyridin-4-yl)-5-(1-(tetrahydro-2H-pyran-4-yl)piperidin-4-yl)-1H-indole